C1(CCCCC1)NCC(CS(=O)(=O)O)C 3-cyclohexylamino-2-methylpropane-1-sulfonic acid